2-(3-ethoxy-4-methoxyphenyl)-7-(piperazin-1-yl)-4H-pyrido[1,2-a]pyrimidin-4-one C(C)OC=1C=C(C=CC1OC)C=1N=C2N(C(C1)=O)C=C(C=C2)N2CCNCC2